C(C)[C@@]12[C@H](CC[C@H]1[C@@H]1CC=C3C[C@](CC[C@@]3([C@H]1CC2)C)(O)C)[C@H](C)CC[C@@H](C(C)C)O (3S,8S,9S,10R,13R,14S,17R)-13-ethyl-17-((2R,5S)-5-hydroxy-6-methylheptan-2-yl)-3,10-dimethyl-2,3,4,7,8,9,10,11,12,13,14,15,16,17-tetradecahydro-1H-cyclopenta[a]phenanthren-3-ol